tert-butyl (6-(bromomethyl)-4-methoxyisoxazolo[5,4-b]pyridin-3-yl)(tert-butoxycarbonyl)carbamate BrCC1=CC(=C2C(=N1)ON=C2N(C(OC(C)(C)C)=O)C(=O)OC(C)(C)C)OC